N-(4-(7-((1-ethylpiperidin-4-yl)methoxy)-6-methoxyquinazolin-4-yl)phenyl)-2-(6-(trifluoromethyl)pyridin-3-yl)acetamide C(C)N1CCC(CC1)COC1=C(C=C2C(=NC=NC2=C1)C1=CC=C(C=C1)NC(CC=1C=NC(=CC1)C(F)(F)F)=O)OC